(7-(cyclopropanecarbonyl)-1,5,6,7,8,9-hexahydroimidazo[4',5':4,5]benzo[1,2-d]azepin-2-yl)-7-(((1s,4s)-4-hydroxycyclohexyl)amino)thieno[3,2-b]pyridin-5(4H)-one C1(CC1)C(=O)N1CCC2=C(CC1)C=C1C(=C2)NC(=N1)C1=CC=2NC(C=C(C2S1)NC1CCC(CC1)O)=O